OC=1C=C(C=CC1)C=1C(OC2=C(C1C)C=C(C=C2)O)C2=CC=C(C=C2)OC[C@@H](C)N2C[C@H](CC2)C 3-(3-hydroxyphenyl)-4-methyl-2-(4-((R)-2-((S)-3-methylpyrrolidin-1-yl)propoxy)phenyl)-2H-benzopyran-6-ol